C(C(C)C)(=O)OC1=C(C=NC2=CC=C(C=C2)CN(CC)CC)C=C(C=C1OC(C(C)C)=O)Br N-(2,3-bis(isobutyryl-oxy)-5-bromobenzylidene)-4-((diethyl-amino)methyl)benzen-amine